3-((tert-Butoxycarbonyl)amino)-2-methylbutanoic acid methyl ester COC(C(C(C)NC(=O)OC(C)(C)C)C)=O